methyl (S)-2-((2-(2-chloro-4-(methylcarbamoyl)phenyl)-7-chloro-imidazo[1,2-a]pyridin-3-yl)methyl)morpholine-4-carboxylate ClC1=C(C=CC(=C1)C(NC)=O)C=1N=C2N(C=CC(=C2)Cl)C1C[C@H]1CN(CCO1)C(=O)OC